C1N(CCC2=CC=CC=C12)[C@H]1[C@@H](CN(CC1)C(=O)C1=CC(=NC=N1)NC1CC2(CN(C2)C(C)=O)C1)O trans-1-(6-((6-(4-(3,4-dihydroisoquinolin-2(1H)-yl)-3-hydroxypiperidine-1-carbonyl)pyrimidin-4-yl)amino)-2-azaspiro[3.3]hept-2-yl)ethan-1-one